ClC1=NC2=CC=CC(=C2C(=C1)NCCC1=CC=C(C=C1)[N+](=O)[O-])OC(F)(F)F 2-chloro-N-(4-nitrophenethyl)-5-(trifluoromethoxy)quinolin-4-amine